2-(1-(2,6-dioxopiperidin-3-yl)-1H-1,2,3-triazol-4-yl)benzenesulfonyl fluoride O=C1NC(CCC1N1N=NC(=C1)C1=C(C=CC=C1)S(=O)(=O)F)=O